C(C)(C)(C)OC(=O)NC(C(=O)O)CCC=CC(=O)OCC 2-(tert-butoxycarbonylamino)-7-ethoxy-7-oxohept-5-enoic acid